C(=O)[O-].[Cl-].[Mg+2] magnesium chloride format